C(C)(C)C=1C(=CC(=NC1)SC)SC=1C(=NC(=NC1)N)N 5-((5-isopropyl-2-(methylthio)pyridin-4-yl)thio)pyrimidine-2,4-diamine